BrC=1C=NC=CC1NC(C)=O N-(3-bromopyridin-4-yl)acetamide